tert-butyl-(1S,2S)-2-((trifluoromethoxy)methyl)cyclopropane C(C)(C)(C)[C@@H]1[C@H](C1)COC(F)(F)F